[Na].C(C=C)(=O)NCCS(=O)(=O)O 2-acrylamidoethanesulfonic acid sodium